S1C=CC2=C1C=1C(C(N=NC1)=O)=N2 thieno[2',3':4,5]pyrrolo[2,3-d]pyridazin-5-one